N-(3-hydroxy-4-nitrophenyl)indole OC=1C=C(C=CC1[N+](=O)[O-])N1C=CC2=CC=CC=C12